4-amino-3-[6-(2-fluoro-6-propoxyphenyl)pyridine-3-ylazo]naphthalene-1-sulfonic acid NC1=C(C=C(C2=CC=CC=C12)S(=O)(=O)O)N=NC=1C=NC(=CC1)C1=C(C=CC=C1OCCC)F